BrC=1C=C2C=NC(=NC2=C(C1)OC)N[C@H]1C[C@@H](CC1)CN(C(OCC1=CC=CC=C1)=O)C benzyl N-{[(1R,3R)-3-[(6-bromo-8-methoxyquinazolin-2-yl)amino]cyclopentyl]methyl}-N-methylcarbamate